N-[5-(2,2-difluoroethyl)-4,6-dimethoxy-pyrimidin-2-yl]-6-fluoro-1H-indole-3-sulfonamide FC(CC=1C(=NC(=NC1OC)NS(=O)(=O)C1=CNC2=CC(=CC=C12)F)OC)F